7-[2-(3-azabicyclo[3.1.0]hexan-1-yl)ethynyl]-N-[3-methyl-4-([1,2,4]triazolo[1,5-a]pyridin-7-yloxy)phenyl]-6-nitro-quinazolin-4-amine C12(CNCC2C1)C#CC1=C(C=C2C(=NC=NC2=C1)NC1=CC(=C(C=C1)OC1=CC=2N(C=C1)N=CN2)C)[N+](=O)[O-]